COC(=O)C=1C=C2N=CC=NC2=C(C1)Br 8-bromoquinoxaline-6-carboxylic acid methyl ester